2-(methylsulfonyl)-5-vinylbenzoic acid methyl ester COC(C1=C(C=CC(=C1)C=C)S(=O)(=O)C)=O